[Fe].C(C)OC(CCCCCCC(=O)[SiH3])(OCC)OCC triethoxycaprylylsilane iron